[Si](C1=CC=CC=C1)(C1=CC=CC=C1)(C(C)(C)C)OCC[C@H](CCC)NC=1C2=C(N=C(N1)NC(OC)=O)C=NN2CC=2C=NC(=CC2OC)CO methyl (S)-(7-((1-((tert-butyldiphenylsilyl)oxy)hexan-3-yl)amino)-1-((6-(hydroxymethyl)-4-methoxypyridin-3-yl)methyl)-1H-pyrazolo[4,3-d]pyrimidin-5-yl)carbamate